2,6-dibenzyloxy-3-[4-[4-(2,2-dimethoxyethyl)-1-piperidinyl]-3-fluorophenyl]pyridine C(C1=CC=CC=C1)OC1=NC(=CC=C1C1=CC(=C(C=C1)N1CCC(CC1)CC(OC)OC)F)OCC1=CC=CC=C1